N-CYCLOPROPYL-2-[(4-FORMYL-2-METHYLPHENYL)(METHYL)AMINO]ACETAMIDE C1(CC1)NC(CN(C)C1=C(C=C(C=C1)C=O)C)=O